(5R,9R,11R)-2-(3,5-dimethylphenoxy)-N,N,7-trimethyl-11-vinyl-9,10-dihydro-5,9-methanocycloocta[b]pyridin-5(6H)-amine CC=1C=C(OC2=CC=C3C(=N2)C[C@@H]2C=C(C[C@]3([C@@H]2C=C)N(C)C)C)C=C(C1)C